5-fluoro-1-methyl-2-(4-(methylsulfonyl)phenyl)-6-(piperidin-4-yl)-1H-benzo[d]imidazole hydrochloride Cl.FC1=CC2=C(N(C(=N2)C2=CC=C(C=C2)S(=O)(=O)C)C)C=C1C1CCNCC1